Cl.FC=1C=C(C=CC1)NC(=O)C=1C(N(C2=CC(=CC=C2C1O)N1CCN(CC1)C)CC(C)C)=O N-(3-fluorophenyl)-4-hydroxy-1-isobutyl-7-(4-methylpiperazin-1-yl)-2-oxo-1,2-dihydroquinoline-3-carboxamide hydrochloride